2-(2,6-dioxopiperidin-3-yl)-5-(4-((1-(4-((1R,2S)-6-hydroxy-2-phenyl-1,2,3,4-tetrahydronaphthalen-1-yl)phenyl)piperidin-4-yl)methyl)-2,6-dimethylpiperazin-1-yl)isoindoline O=C1NC(CCC1N1CC2=CC=C(C=C2C1)N1C(CN(CC1C)CC1CCN(CC1)C1=CC=C(C=C1)[C@H]1[C@H](CCC2=CC(=CC=C12)O)C1=CC=CC=C1)C)=O